C(C)(=O)O[C@@H]1[C@H](O[C@H]([C@@H]([C@H]1OC(C)=O)NC(C)=O)O[C@H]([C@@](C(=O)OC)(C)O)OCCOCCN=[N+]=[N-])COC(C)=O (2R,3S,4R,5R,6S)-5-acetamido-2-(acetoxymethyl)-6-((1R,2R)-1-(2-(2-azidoethoxy)ethoxy)-2-hydroxy-3-methoxy-2-methyl-3-oxopropoxy)tetrahydro-2H-pyran-3,4-diyl diacetate